CCCCCCCCC(CCCCCCCC)OC(CCCCCCCN(CCCCCCOC(=O)OCCCCCCCCC)CC(CNC(C)=O)C)=O 8-((3-acetamido-2-methylpropyl)(6-(((nonyloxy)carbonyl)oxy)hexyl)amino)octanoic acid heptadec-9-yl ester